tris(4-carboxyphenyl)methane C(=O)(O)C1=CC=C(C=C1)C(C1=CC=C(C=C1)C(=O)O)C1=CC=C(C=C1)C(=O)O